FC(CCSCCC(=O)N)(F)F 3-[(3,3,3-trifluoropropyl)thio]propanamide